C(C=C)OC1=CC=C(C(=O)C2=CC=C(C=C2)OCC=C)C=C1 4,4'-Diallyloxybenzophenone